Caesium lead iodide [Pb](I)I.[Cs]